2-vinyl-1-pyridiniumsulfonate C(=C)C1=[N+](C=CC=C1)S(=O)(=O)[O-]